C(C(C)C)S(=O)(=O)C=1C=C(OC[C@H](CNC2COC3(C2)CCN(CC3)S(=O)(=O)C3=CC2=CC=CC=C2C=C3)O)C=CC1 (2S)-1-(3-(isobutylsulfonyl)phenoxy)-3-(8-(naphthalen-2-ylsulfonyl)-1-oxa-8-azaspiro[4.5]decan-3-ylamino)propan-2-ol